COC(C1=CC(=CC(=C1)OC[C@H]1OCCC1)C=1SC(=CN1)C1CCC1)=O 3-(5-cyclobutyl-1,3-thiazol-2-yl)-5-[(2S)-tetrahydrofuran-2-ylmethoxy]benzoic acid methyl ester